BrC1=CC2=C(NC3(CN(CC3)C(=O)C3=CC(=C(C=C3)NC(C=C)=O)F)C(N2C)=O)N=C1 N-(4-(7-bromo-1-methyl-2-oxo-1,4-dihydro-2H-spiro[pyrido[2,3-b]pyrazine-3,3'-pyrrolidine]-1'-carbonyl)-2-fluorophenyl)acrylamide